NC(CNCCCCCC[Si](OC)(OC)OC)C N-(2-aminopropyl)-aminohexyltrimethoxysilane